2-{3-[(2R,6S)-2,6-dimethylmorpholine-4-carbonyl]-5,6-dihydrocyclopenta[c]pyrazol-1(4H)-yl}-1-[4-(4-fluoro-2-methylphenyl)piperazin-1-yl]ethan-1-one C[C@@H]1CN(C[C@@H](O1)C)C(=O)C=1C2=C(N(N1)CC(=O)N1CCN(CC1)C1=C(C=C(C=C1)F)C)CCC2